C1N(CC2=CC=CC=C12)/N=C/C1=C(N=C2OC=CN21)C2=CC1=CC=CC=C1C=C2 (E)-N-(isoindolin-2-yl)-1-(6-(naphthalen-2-yl)imidazo[2,1-b]oxazol-5-yl)methanimine